CC1=C(OC2=C1C=C(C=C2)C)C(=O)N 3,5-dimethyl-benzofuran-2-carboxamide